OOP(=O)(O)CC(=O)[O-].[Na+] sodium hydroxyphosphonoacetate